FC=1C=C(C=CC1OC1=NC=C(C=C1)NC(C1=C(C=C(C=C1)C(F)(F)F)F)=O)CNC(OC(C)(C)C)=O tert-Butyl {3-fluoro-4-[(5-{[2-fluoro-4-(trifluoromethyl)benzoyl]amino}pyridin-2-yl)oxy]phenyl}methylcarbamate